C(CCCCC)(=O)[O-].[Bi+3].C(CCCCC)(=O)[O-].C(CCCCC)(=O)[O-] Bismuth Hexanoate